Cl.FC=1C=NC2=C(C=CC=C2C1)CC(=O)O 2-(3-fluoroquinoline-8-yl)acetic acid hydrogen chloride